Dioctyl-diphenyl-amine C(CCCCCCC)C=1C(=C(C=CC1)NC1=CC=CC=C1)CCCCCCCC